F[SiH3] MONOFLUOROSILANE